CC(CC1=C(C=CC=C1)S)CC(CCCCCCCC)C 2,4-dimethyldodecylthiophenol